6-[2-(3,5-Dimethylpiperazin-1-yl)-4-fluoro-1,3-benzothiazol-6-yl]-2,8-dimethylimidazo[1,2-b]pyridazin CC1CN(CC(N1)C)C=1SC2=C(N1)C(=CC(=C2)C=2C=C(C=1N(N2)C=C(N1)C)C)F